3-(9-((4-(aminomethyl)-2-(cyclobutylmethoxy)phenyl)carbamoyl)-4,5-dihydrobenzo[b]thieno[2,3-d]oxepin-8-yl)-6-(propylcarbamoyl)picolinic acid NCC1=CC(=C(C=C1)NC(=O)C1=CC2=C(OCCC3=C2SC=C3)C=C1C=1C(=NC(=CC1)C(NCCC)=O)C(=O)O)OCC1CCC1